6-fluoro-5-(1-(2-fluorophenyl)ethyl)-3-(((3-methyl-1,2,4-oxadiazol-5-yl)methyl)amino)-4H-benzo[e][1,2,4]thiadiazine 1,1-dioxide FC=1C=CC2=C(NC(=NS2(=O)=O)NCC2=NC(=NO2)C)C1C(C)C1=C(C=CC=C1)F